O1C(=CC=C1)C(=O)OCC1=CC=CC=C1 2-benzyl furancarboxylate